1-[2-(2,4-difluorophenyl)tetrazol-5-yl]ethanol FC1=C(C=CC(=C1)F)N1N=C(N=N1)C(C)O